BrC1=C(C=C2C(=NN(C2=C1F)C)C=1C(=NC(=CC1)OCC1=CC=CC=C1)OCC1=CC=CC=C1)F 6-bromo-3-(2,6-dibenzyloxy-3-pyridyl)-5,7-difluoro-1-methyl-indazole